NCCCC[C@@H](C(=O)N[C@H](C(=O)OCC1=CC=CC=C1)CO)NC([C@H](CC(C)C)NC([C@H](C)NC([C@H](CC1=CC=CC=C1)NC(=O)C1=CC=C(C=C1)C(C)(C)C)=O)=O)=O benzyl (2S)-2-[(2S)-6-amino-2-[(2S)-2-[(2S)-2-[(2S)-2-[(4-tert-butylphenyl)formamido]-3-phenylpropanamido]propanamido]-4-methylpentanamido]hexanamido]-3-hydroxypropanoate